5-{6-oxa-2-azaspiro[3.4]octan-2-yl}-2H-pyrazolo[3,4-b]pyridin C1N(CC12COCC2)C2=CC=1C(N=C2)=NNC1